6-bromo-4-methyl-N-(5-methyl-1H-pyrazol-3-yl)pyridin-2-amine BrC1=CC(=CC(=N1)NC1=NNC(=C1)C)C